2-((6-chloropyridazin-3-yl)methyl)isoindoline-1,3-dione ClC1=CC=C(N=N1)CN1C(C2=CC=CC=C2C1=O)=O